N-(5-(1-(dimethylglycyl)piperidin-4-yl)-2',3',4',5'-tetrahydro-[1,1'-biphenyl]-2-yl)-5-methylisoxazole-3-carboxamide CN(CC(=O)N1CCC(CC1)C=1C=CC(=C(C1)C=1CCCCC1)NC(=O)C1=NOC(=C1)C)C